BrC(=C(F)F)C 2-bromo-1,1-difluoroprop-1-ene